FC1C(C1)C(=O)NC=1SC2=C(N1)C=CC(=C2)C2=CNC(C=C2)(C)F 2-fluoro-N-(6-(6-fluoro-6-methylpyridin-3-yl)benzo[d]thiazol-2-yl)cyclopropane-1-carboxamide